N=1N=C(N2C1C=NC=C2)C(=O)NN [1,2,4]triazolo[4,3-a]pyrazine-3-carbohydrazide